oxo-1',2',4,7-tetrahydro-5H-spiro[benzo[d]thiazole-6,3'-pyrrolo[2,3-b]pyridine]-2-carboxylic acid O=C1C2(C=3C(=NC=CC3)N1)CC1=C(N=C(S1)C(=O)O)CC2